FC1(CCN(CC1)CC=1N=C(C2=C(N1)N=CC=C2)NCC=2C(=NC=CC2)C(F)(F)F)F 2-((4,4-difluoropiperidin-1-yl)methyl)-N-((2-(trifluoromethyl)pyridin-3-yl)methyl)pyrido[2,3-d]pyrimidin-4-amine